2-((4-(3-isopropyl-2-(8-methoxy-[1,2,4]triazolo[1,5-a]pyridin-6-yl)-1H-indol-5-yl)cyclohexyl)amino)-N-methylacetamide C(C)(C)C1=C(NC2=CC=C(C=C12)C1CCC(CC1)NCC(=O)NC)C=1C=C(C=2N(C1)N=CN2)OC